[Si](C)(C)(C(C)(C)C)OCC[N-]SCCC#N (2-((tert-butyldimethylsilyl)oxy)ethyl)-2-cyanoethylthioamide